(R)-6-(1-acetyl-4-hydroxypiperidin-4-yl)-2,8-dimethyl-4-((1-(2-methyl-3-(trifluoromethyl)phenyl)prop-2-yn-1-yl)amino)pyrido[2,3-d]pyrimidin-7(8H)-one C(C)(=O)N1CCC(CC1)(O)C1=CC2=C(N=C(N=C2N[C@H](C#C)C2=C(C(=CC=C2)C(F)(F)F)C)C)N(C1=O)C